4-(4-(tert-butyl)piperazin-1-yl)aniline C(C)(C)(C)N1CCN(CC1)C1=CC=C(N)C=C1